FC(CCN(CCCC(=O)O)CCCCC1=NC=2NCCCC2C=C1)F 4-((3,3-difluoropropyl)(4-(5,6,7,8-tetrahydro-1,8-naphthyridin-2-yl)butyl)amino)butanoic acid